1-benzyl-6-(4-fluoro-3-(trifluoromethyl)phenyl)-1H-imidazo[4,5-b]pyridin-2(3H)-one C(C1=CC=CC=C1)N1C(NC2=NC=C(C=C21)C2=CC(=C(C=C2)F)C(F)(F)F)=O